2-((3''-(tert-butyl)-4-cyano-4''-(pyrrolidin-1-yl)-[1,1':3',1''-terphenyl]-4'-yl)oxy)ethyl acetate C(C)(=O)OCCOC1=C(C=C(C=C1)C1=CC=C(C=C1)C#N)C1=CC(=C(C=C1)N1CCCC1)C(C)(C)C